1-benzyl-3-methyl-6-nitro-3,4-dihydroquinolin-2(1H)-one C(C1=CC=CC=C1)N1C(C(CC2=CC(=CC=C12)[N+](=O)[O-])C)=O